chloro-N-(6-(1,4-dimethyl-1H-1,2,3-triazol-5-yl)-7-methoxythiazolo[4,5-c]pyridin-2-yl)-5'-methoxy-6-methyl-[4,4'-bipyridine]-3-carboxamide ClC1=NC(=CC(=C1C(=O)NC=1SC2=C(C=NC(=C2OC)C2=C(N=NN2C)C)N1)C1=CC=NC=C1OC)C